3-CHLORO-4-(N,N-DIETHYLCARBAMOYL)PHENYLBORONIC ACID B(C1=CC(=C(C=C1)C(=O)N(CC)CC)Cl)(O)O